C(=O)=C1CC=NC=C1 4-carbonyl-4H-pyridine